O1COCC2=C1C=CC(=C2)C(N2CCN(CC2)C(=O)N2N=CC(=C2)C#N)C2=CC1=C(OCOC1)C=C2 1-(4-(bis(4H-benzo[d][1,3]dioxin-6-yl)methyl)piperazine-1-carbonyl)-1H-pyrazole-4-carbonitrile